C1=CC=CC=2C3=CC=CC=C3C(C12)COC(NCC(NCOCC1(CC1)C(=O)O)=O)=O 1-(10-(9H-fluoren-9-yl)-5,8-dioxo-2,9-dioxa-4,7-diazadecyl)cyclopropane-1-carboxylic acid